tert-butyl (R)-3,4-dichloro-1-((S)-2,4-dimethyl-3-oxopiperazin-1-yl)-12-oxo-6a,7,9,10-tetrahydro-12H-pyrazino[2,1-c]pyrido[3,4-f][1,4]oxazepine-8(6H)-carboxylate ClC1=C(C2=C(C(N3[C@@H](CO2)CN(CC3)C(=O)OC(C)(C)C)=O)C(=N1)N1[C@H](C(N(CC1)C)=O)C)Cl